N6-(indol-3-yl)ethyl-adenosine N1C=C(C2=CC=CC=C12)CCNC=1C=2N=CN([C@H]3[C@H](O)[C@H](O)[C@@H](CO)O3)C2N=CN1